3-(2-Chloro-4-fluoro-5-nitro-phenyl)-1,4-oxazepan-4-carboxylic acid tert-butyl ester C(C)(C)(C)OC(=O)N1C(COCCC1)C1=C(C=C(C(=C1)[N+](=O)[O-])F)Cl